propenyl-trichlorosilane C(=CC)[Si](Cl)(Cl)Cl